1-[(1R)-1-isocyanatoethyl]-4-(trifluoromethyl)benzene N(=C=O)[C@H](C)C1=CC=C(C=C1)C(F)(F)F